bis(3-ethyl-3-oxetanylmethyl) ether C(C)C1(COC1)COCC1(COC1)CC